BrCC1=CC=CC=2OC(OC21)(F)F 4-(bromomethyl)-2,2-difluorobenzo[d][1,3]dioxol